(3S)-3-(2-oxa-7-azaspiro[3.5]nonan-7-ylmethyl)-7-((S)-4-acryloyl-2-methylpiperazin-1-yl)-9-chloro-10-(2,4,5-trifluorophenyl)-2H-[1,4]thiazino[2,3,4-ij]quinazolin-5(3H)-one C1OCC12CCN(CC2)C[C@H]2CSC=1C(=C(C=C3C(=NC(N2C13)=O)N1[C@H](CN(CC1)C(C=C)=O)C)Cl)C1=C(C=C(C(=C1)F)F)F